6-bromo-7-methoxy-3,4-dihydronaphthalen BrC=1C=C2CCC=CC2=CC1OC